5-(4-butylbenzoyl)amino-3-(1-methylpiperidin-4-yl)-1H-indole C(CCC)C1=CC=C(C(=O)NC=2C=C3C(=CNC3=CC2)C2CCN(CC2)C)C=C1